P1(C=CC=C1)=O phosphole oxide